1-(tert-butyl) 3-methyl 5-oxopiperidine-1,3-dicarboxylate O=C1CC(CN(C1)C(=O)OC(C)(C)C)C(=O)OC